acryloyloxyeicosylchlorodimethylsilane C(C=C)(=O)OCCCCCCCCCCCCCCCCCCCC[Si](C)(C)Cl